BrC1=C(C=C(C(=C1)C(C(=O)OC)(C)C)OC)CC(=O)O 2-[2-Bromo-5-methoxy-4-(2-methoxy-1,1-dimethyl-2-oxo-ethyl)phenyl]acetic acid